(1R,2R)-N-[7-chloro-6-[4-((3R,4R)-4-fluoro-3-methyl-tetrahydrofuran-3-yl)piperazin-1-yl]-3-isoquinolyl]-2-tetrahydropyran-4-yl-cyclopropanecarboxamide ClC1=C(C=C2C=C(N=CC2=C1)NC(=O)[C@H]1[C@H](C1)C1CCOCC1)N1CCN(CC1)[C@@]1(COC[C@@H]1F)C